(5Z)-2-[[(1S)-2-Hydroxy-1-phenyl-ethyl]amino]-3-methyl-5-[(2-methylindazol-5-yl)methylene]imidazol-4-one OC[C@H](C1=CC=CC=C1)NC1=N\C(\C(N1C)=O)=C/C1=CC2=CN(N=C2C=C1)C